2-(METHYLSULFONYL)PHENYLBORONIC ACID CS(=O)(=O)C1=C(C=CC=C1)B(O)O